(S)-6-chloro-2-((5-(6,6-difluoro-1-azaspiro[3.3]heptane-1-carbonyl)pyrimidin-2-yl)amino)-2,3-dihydro-1H-indene-4-carbonitrile ClC=1C=C(C=2C[C@H](CC2C1)NC1=NC=C(C=N1)C(=O)N1CCC12CC(C2)(F)F)C#N